8-methyl-6-trifluoromethylthiophenanthridine CC1=CC2=C(N=C3C=CC=CC3=C2C=C1)SC(F)(F)F